6-[(1S)-1-{[2-amino-6-(2-hydroxypropan-2-yl)quinolin-3-yl]oxy}ethyl]-5-(1H-pyrazol-1-yl)pyridin-2-ol NC1=NC2=CC=C(C=C2C=C1O[C@@H](C)C1=C(C=CC(=N1)O)N1N=CC=C1)C(C)(C)O